2-(ethylmercapto)benzoic acid C(C)SC1=C(C(=O)O)C=CC=C1